N-[5-[5-[[4-(2-hydroxyethyl)piperazin-1-yl]methyl]benzothien-2-yl]-[1,2,4]triazolo[1,5-a]pyridin-2-yl]cyclopropanecarboxamide OCCN1CCN(CC1)CC=1C=CC2=C(C=C(S2)C2=CC=CC=3N2N=C(N3)NC(=O)C3CC3)C1